C(C)(C)(C)OC(=O)N1C2CNCC1CC2 3,8-diazabicyclo[3.2.1]octan-8-carboxylic acid tert-butyl ester